1-thia-6-azaspiro[3.3]heptane 1,1-dioxide S1(CCC12CNC2)(=O)=O